ClC=1C(=C(C=CC1)C=1N=NC=CC1)COC 3-(3-chloro-2-(methoxymethyl)phenyl)pyridazine